ClC1=C2CC=3C=CC=C(C[C@@H]4N(C(COC(C=C1)=N2)=O)C[C@@H]([C@@H]4NS(=O)(=O)CC)F)C3F N-[(15aS,16R,17S)-7-chloro-17,20-difluoro-1-oxo-1,2,15a,16,17,18-hexahydro-9H,15H-4,8-(azeno)-14,10-(metheno)pyrrolo[1,2-d][1,4]oxazacycloheptadecin-16-yl]ethanesulfonamide